3-{[6-ethyl-2-(pyridin-2-yl)pyrimidin-4-yl]amino}-1-phenylazetidin-2-one C(C)C1=CC(=NC(=N1)C1=NC=CC=C1)NC1C(N(C1)C1=CC=CC=C1)=O